bis[1-[(Z)-non-3-enyl]pentadecyl] (2S)-2-(methylamino)pentanedioate CN[C@H](C(=O)OC(CCCCCCCCCCCCCC)CC\C=C/CCCCC)CCC(=O)OC(CCCCCCCCCCCCCC)CC\C=C/CCCCC